bis(3-methylenepent-4-enyl)dihydrophenazine C=C(CCC1(CC=CC2=NC3=CC=CC=C3N=C12)CCC(C=C)=C)C=C